N,N-di-tert-butoxycarbonyl-4-methyl-5-(1-isopropylpyrazol-4-yl)-1,3-thiazol-2-amine C(C)(C)(C)OC(=O)N(C=1SC(=C(N1)C)C=1C=NN(C1)C(C)C)C(=O)OC(C)(C)C